tert-butyl N-[1-(4-aminophenyl)-4-methylpiperidin-4-yl]Carbamate NC1=CC=C(C=C1)N1CCC(CC1)(C)NC(OC(C)(C)C)=O